BrC=1C=CC(N(C1)C(C(=O)C1=C(N(C(=C1)C)CC1=NC(=NO1)C)C)C)=O 5-bromo-1-(1-(2,5-dimethyl-1-((3-methyl-1,2,4-oxadiazol-5-yl)methyl)-1H-pyrrol-3-yl)-1-oxopropan-2-yl)pyridin-2(1H)-one